(E)-N-(5-benzyl-4-(3-chloro-4-fluorophenyl)thiazol-2-yl)-5-((2-hydroxy-3-methoxybenzylidene)amino)-3-methylpyridine-2-sulfonamide C(C1=CC=CC=C1)C1=C(N=C(S1)NS(=O)(=O)C1=NC=C(C=C1C)/N=C/C1=C(C(=CC=C1)OC)O)C1=CC(=C(C=C1)F)Cl